C1(CC1)C1=CC=C(N[C@@H](CC2=CC(=CC=C2)OC)C)C=C1 (R)-4-cyclopropyl-N-(1-(3-methoxyphenyl)propan-2-yl)aniline